((2-(2-Methyl-[1,1'-biphenyl]-3-yl)-1H-benzo[d]imidazol-5-yl)methyl)-L-serine CC1=C(C=CC=C1C1=NC2=C(N1)C=CC(=C2)CN[C@@H](CO)C(=O)O)C2=CC=CC=C2